(±)-tert-butyl (1S,2S,5R)-2-fluoro-3-oxo-8-azabicyclo[3.2.1]octane-8-carboxylate F[C@H]1[C@@H]2CC[C@H](CC1=O)N2C(=O)OC(C)(C)C |r|